C(C=C)(=O)NCCC[N+](CCS(=O)(=O)[O-])(C)C 2-((3-acrylamidopropyl)dimethylammonio)ethane-1-sulfonate